tert-butyl (1R,3R,4R)-3-(5-bromo-2-thienyl)-2-oxa-5-azabicyclo[2.2.1]heptane-5-carboxylate BrC1=CC=C(S1)[C@@H]1O[C@H]2CN([C@@H]1C2)C(=O)OC(C)(C)C